BrC1=C(C=CC=C1COC1=CC(=C(C=O)C=C1Cl)OCC=1C=NC=CC1)C1=C(C(=CC=C1)C1=NOC(=N1)CO)C 4-((2-bromo-3'-(5-(hydroxymethyl)-1,2,4-oxadiazol-3-yl)-2'-methyl-[1,1'-biphenyl]-3-yl)methoxy)-5-chloro-2-(pyridin-3-ylmethoxy)benzaldehyde